9-anthrylmethyl-N,N-dicyclohexylcarbamic acid C1=CC=CC2=CC3=CC=CC=C3C(=C12)COC(N(C1CCCCC1)C1CCCCC1)=O